O=C(CCC1=C(C=2C(=NSN2)C=C1)S(=O)(=O)N)N1CCN(CC1)C1=CC=NC=C1 [3-Oxo-3-[4-(4-pyridinyl)-1-piperazinyl]propyl]-2,1,3-benzothiadiazole-4-sulfonamide